O1[C@@H](CC1)CN1C(=NC2=C1C=C(C=C2)C(=O)OC)[C@H](C)N2CCC(CC2)C2=NC(=CC=C2)OCC2=NN1C(C=CC=C1)=C2 methyl 1-(((S)-oxetan-2-yl) methyl)-2-((S)-1-(4-(6-(pyrazolo[1,5-a]pyridin-2-ylmethoxy) pyridin-2-yl) piperidin-1-yl) ethyl)-1H-benzo[d]imidazole-6-carboxylate